BrC1=CC(=C(C=C1)NC(=O)C1CCC(CC1)(F)F)N[C@H](COC)C (S)-N-(4-bromo-2-((1-methoxypropan-2-yl)amino)phenyl)-4,4-difluorocyclohexane-1-carboxamide